C1(CC1)C=1C(=NC=CC1)CN1C(C(=CC=2C1=NC(=CN2)C)C2CCC(CC2)C2=C(C=CC=C2F)F)=O 5-((3-cyclopropylpyridin-2-yl)methyl)-7-((1r,4r)-4-(2,6-difluorophenyl)cyclohexyl)-3-methylpyrido[2,3-b]pyrazin-6(5H)-one